S1(=O)(=O)OOOO1 monoperoxy sulfate